(2S,5R)-2-(1-(4-bromophenyl)-3-(4-fluorophenyl)-1H-Pyrazol-4-yl)-3-(3,4-diaminophenethyl)-5-methyloxazolidin-4-one BrC1=CC=C(C=C1)N1N=C(C(=C1)[C@@H]1O[C@@H](C(N1CCC1=CC(=C(C=C1)N)N)=O)C)C1=CC=C(C=C1)F